ethyl 5-bromo-2-methylthiazole-4-carboxylate BrC1=C(N=C(S1)C)C(=O)OCC